6-(2,2,2-Trifluoroethoxy)-N-(4-(trifluoromethoxy)phenyl)-2-(trifluoromethyl)-1H-imidazo[4,5-b]pyrazin-5-amin FC(COC1=C(N=C2C(=N1)NC(=N2)C(F)(F)F)NC2=CC=C(C=C2)OC(F)(F)F)(F)F